FC(CN(NCC1=NC=C(C=C1)C(F)(F)F)C)F 2,2-difluoroethyl-1-methyl-2-((5-(trifluoromethyl)pyridin-2-yl)methyl)hydrazine